FC1=C(C(=O)Cl)C(=CC=C1[N+](=O)[O-])F 2,6-difluoro-3-nitrobenzoyl chloride